FC1=C(C=C(C=C1)NC(=O)C1=C(C=NC(=C1)OC)NC(OC(C)(C)C)=O)C(F)(F)F tert-Butyl (4-((4-fluoro-3-(trifluoromethyl)phenyl)carbamoyl)-6-methoxypyridin-3-yl)carbamate